O1CC(CCC1)CNC(O[C@@H]1C[C@@H](CC1)C1=CC(=NN1)NC(CC1=CC(=CC(=C1)F)F)=O)=O (1S,3R)-3-(3-{[(3,5-di-fluorophenyl)acetyl]-amino}-1H-pyrazol-5-yl)-cyclopentyl [(3ξ)-tetra-hydro-2H-pyran-3-ylmeth-yl]carbamate